tert-butyl 3-methyl-6-((5-(trifluoromethyl)pyridin-3-yl)carbamoyl)indoline-1-carboxylate CC1CN(C2=CC(=CC=C12)C(NC=1C=NC=C(C1)C(F)(F)F)=O)C(=O)OC(C)(C)C